α-aminophenylacetonitrile hydrochloride Cl.NC(C#N)C1=CC=CC=C1